C(N)(=O)C=1C(=NNC1NC=1N=CC(=NC1)OCCCCC(=O)O)C1=CC=C(C=C1)NS(=O)(=O)CC 5-[(5-{[4-carbamoyl-3-(4-ethanesulfonamidophenyl)-1H-pyrazol-5-yl]amino}pyrazin-2-yl)oxy]pentanoic acid